iron (III) o-toluenesulfonate CC=1C(=CC=CC1)S(=O)(=O)[O-].[Fe+3].CC=1C(=CC=CC1)S(=O)(=O)[O-].CC=1C(=CC=CC1)S(=O)(=O)[O-]